1,5-dihydroxy-1,7-bis(4-hydroxy-3-methoxyphenyl)-4,6-heptadiene-3-one OC(CC(C=C(C=CC1=CC(=C(C=C1)O)OC)O)=O)C1=CC(=C(C=C1)O)OC